[N+](=[N-])=CC(C(C)NC(OCCCC)=O)=O butyl (4-diazo-3-oxobutan-2-yl)carbamate